COC(=O)C1=CC2=C(C3=C(N=C(N=C3NCCCN3CCCCC3)CC3=CC(=CC=C3)F)N2)N=C1 2-(3-Fluorophenylmethyl)-4-((3-(piperidin-1-yl)propyl)amino)-9H-pyrido[2',3':4,5]pyrrolo[2,3-d]pyrimidine-7-carboxylic acid methyl ester